O=S1(CCOCC2=C1C=C(C=C2)C(=O)N2[C@@H](CC2)C(=O)NC=2SC=C(N2)C2=CC(=CC=C2)C2=CC(=NC(=C2)C)OC)=O (S)-1-(1,1-dioxido-2,3-dihydro-5H-benzo[e][1,4]oxathiepine-8-carbonyl)-N-(4-(3-(2-methoxy-6-methylpyridin-4-yl)phenyl)thiazol-2-yl)azetidine-2-carboxamide